O=C1NC(CCC1N1C(C2=CC=C(C=C2C1)C1N(CC(=C1)C1=NC(=CC=C1)OC)C(=O)OC(C)(C)C)=O)=O tert-butyl 2-(2-(2,6-dioxopiperidin-3-yl)-1-oxoisoindolin-5-yl)-4-(6-methoxypyridin-2-yl)-2,5-dihydro-1H-pyrrole-1-carboxylate